racemic-(Z)-3-((3-butyl-7-(ethylthio)-5-(4-fluorophenyl)-2-methyl-1,1-dioxido-2,3,4,5-tetrahydro-1,2,5-benzothiadiazepin-8-yl)oxy)-2-fluoroacrylic acid C(CCC)C1N(S(C2=C(N(C1)C1=CC=C(C=C1)F)C=C(C(=C2)O\C=C(\C(=O)O)/F)SCC)(=O)=O)C